C(C#C)NC(CN1N=NN=C1C(CCCCB1OC(C(O1)(C)C)(C)C)NC(C1=CC=CC=C1)(C1=CC=CC=C1)C1=CC=CC=C1)=O N-(prop-2-yn-1-yl)-2-(5-(5-(4,4,5,5-tetramethyl-1,3,2-dioxaborolan-2-yl)-1-(tritylamino)pentyl)-1H-tetrazol-1-yl)acetamide